ClC1=CC2=C(N=N1)SC(=C2C2CC2)N2CC1(CN(C1)C(=O)OC(C)(C)C)C2 tert-butyl 6-(3-chloro-5-cyclopropylthieno[2,3-c]pyridazin-6-yl)-2,6-diazaspiro[3.3]heptane-2-carboxylate